NCCCCCCCCCCN(C(O)=O)CCCN (10-Aminodecyl)(3-aminopropyl)carbamic acid